propyl 2-imidazolyl disulfide N1C(=NC=C1)SSCCC